CN1N=CC(=C1)C(=O)OCC Ethyl 1-methyl-1H-pyrazole-4-carboxylate